[Ni] The molecule is chemical element (nickel group element atom) with atomic number 28. It has a role as an epitope and a micronutrient. It is a nickel group element atom and a metal allergen.